ClC1=CC=C(C=C1)S(=O)(=O)ON=C(C#N)C1=CC=CC=C1 α-(p-chlorobenzenesulfonyloxyimino)-phenylacetonitrile